N-((1S)-1-((1R,2S,5S)-6,6-dimethyl-2-(2-(((3S)-2-oxopyrrolidin-3-yl)methyl)hydrazine-1-carbonyl)-3-azabicyclo[3.1.0]hexan-3-yl)-3,3-dimethyl-1-oxobutan-2-yl)-2,2,2-trifluoroacetamide CC1([C@H]2CN([C@@H]([C@@H]12)C(=O)NNC[C@H]1C(NCC1)=O)C(C(C(C)(C)C)NC(C(F)(F)F)=O)=O)C